[4-[(3,4-dihydro-4-oxo-3-phenyl-1-phthalazinyl)carbonyl]-4-piperidinyl]-1H-pyrrole-2-carboxylic acid O=C1N(N=C(C2=CC=CC=C12)C(=O)C1(CCNCC1)N1C(=CC=C1)C(=O)O)C1=CC=CC=C1